4-(4-(2-(3-methylbenzylidene)hydrazinyl)-7-phenethyl-pyrrolo[2,3-d]pyrimidin-2-yl)morpholine CC=1C=C(C=NNC=2C3=C(N=C(N2)N2CCOCC2)N(C=C3)CCC3=CC=CC=C3)C=CC1